3-chloro-pyridinium chloride [Cl-].ClC=1C=[NH+]C=CC1